C(#N)C1=NC2=CC(=CC(=C2N=C1C=1C=NNC1)[C@@H](C)NC1=C(C(=O)O)C=CC=C1)C (R)-2-((1-(2-cyano-7-methyl-3-(1H-pyrazol-4-yl)quinoxalin-5-yl)ethyl)amino)benzoic acid